C[C@@H]1N(CCC[C@@H]1C(=O)OC)C(=O)OCC1=CC=CC=C1 1-benzyl 3-methyl (2S,3S)-2-methylpiperidine-1,3-dicarboxylate